2-(((3S,6S,7aS,8aR,9aR)-5-oxo-3-(2,3,4,5-tetrahydro-benzo[b][1,4]oxazepine-5-carbonyl)decahydro-1H-cyclopropa[d]pyrrolo[1,2-a]azocin-6-yl)carbamoyl)benzo[b]thiophen O=C1[C@H](C[C@H]2[C@@H](C[C@@H]3N1[C@@H](CC3)C(=O)N3C1=C(OCCC3)C=CC=C1)C2)NC(=O)C2=CC1=C(S2)C=CC=C1